FC1(CC(CC1)C(C(=O)O)C1=CC=C(C=C1)C=1N=NN(N1)C)F rac-2-(3,3-difluorocyclopentyl)-2-(4-(2-methyl-2H-tetrazol-5-yl)phenyl)acetic acid